(Z)-3-Decen-1-ol C(C\C=C/CCCCCC)O